CC1=C(C(CO1)=O)O 5-methyl-4-hydroxy-3(2H)-furanone